Tert-butyl 4-(2-tetrahydropyran-4-yl-3H-imidazo[4,5-b]pyridin-7-yl)piperidine-1-carboxylate O1CCC(CC1)C1=NC=2C(=NC=CC2C2CCN(CC2)C(=O)OC(C)(C)C)N1